COC1=C(N=C(N(C1=O)C)C(C(F)(F)F)C(C1=CC=CC=C1)C1=CC=CC=C1)C(=O)OC methyl 5-methoxy-1-methyl-6-oxo-2-(1,1,1-trifluoro-3,3-diphenylpropan-2-yl)-1,6-dihydropyrimidine-4-carboxylate